C(CO)N(CCO)CCS(=O)(=O)O N,N-bis(2-hydroxyethyl)-2-aminoethanesulphonic acid